CC1=NNC(=C1C=1C=CC(=NC1F)NC([C@H](C1CCC(CC1)C)NC(=O)C=1N(N=CC1)CCSC)=O)C N-[(1S)-2-[[5-(3,5-dimethyl-1H-pyrazol-4-yl)-6-fluoro-2-pyridyl]amino]-1-(4-methylcyclohexyl)-2-oxo-ethyl]-2-(2-methylsulfanylethyl)pyrazole-3-carboxamide